C(C)(C)(C)C1=NC(=NO1)C(=O)NCC1=C(C=C(C=C1)C1=C(C=NC=C1)N1CCN(CC1)C(=O)OC(C)(C)C)C tert-butyl 4-(4-(4-((5-(tert-butyl)-1,2,4-oxadiazole-3-carboxamido)methyl)-3-methylphenyl)pyridin-3-yl)piperazine-1-carboxylate